FC=1C(=C(C(=CC1)C1=CC(=NC=C1)OC)NC(=O)N=S(=O)(N)C=1C=NN2C1OCC(C2)OC)C N'-((3-fluoro-6-(2-methoxypyridin-4-yl)-2-methylphenyl)carbamoyl)-6-methoxy-6,7-dihydro-5H-pyrazolo[5,1-b][1,3]oxazine-3-sulfonimidamide